C(#C)[Si](C(C)C)(C(C)C)C(C)C ethynyl-[tri(propan-2-yl)]silane